FC1(OC2=C(O1)C=C(C(=C2)[C@H](C)N)F)F (S)-1-(2,2,6-trifluorobenzo[d][1,3]dioxol-5-yl)ethan-1-amine